carbonic acid lithium salt [Li+].C([O-])([O-])=O.[Li+]